COC=1C=C2N=CC(=NC2=CC1)N1C[C@H](N(C[C@@H]1C)C(=O)OC1CC2(CN(C2)CC2=CC=C(C=C2)C(N)=O)C1)C 2-[(4-carbamoylphenyl)methyl]-2-azaspiro[3.3]heptan-6-yl (2R,5S)-4-(6-methoxyquinoxalin-2-yl)-2,5-dimethylpiperazine-1-carboxylate